N(=[N+]=[N-])N1[C@@H](CCC1)C(=O)O (4R)-Azidoproline